OCCN(CCO)C1=CC=C(C=O)C=C1 4-[N,N-Bis(2-hydroxyethyl)amino]benzaldehyde